7-bromo-2',3',5',6'-tetrahydrospiro[chromane-2,4'-pyran] BrC1=CC=C2CCC3(CCOCC3)OC2=C1